N[C@H](C=1N=C2N(N=C(C=N2)CC2C(NC[C@H](C2)C(F)(F)F)=O)C1)C1CCC(CC1)(F)F (5S)-3-((6-((S)-amino(4,4-difluorocyclohexyl)methyl)imidazo[1,2-b][1,2,4]triazin-2-yl)methyl)-5-(trifluoromethyl)piperidin-2-one